F[C@H]1[C@@H]2CCC[C@H](C[C@H]1OC1=CC=C(N=N1)C=1C=C3C=CN=CC3=CC1O)N2 |r| rac-6-(6-(((1s,2s,3r,5r)-2-fluoro-9-azabicyclo[3.3.1]non-3-yl)oxy)pyridazin-3-yl)isoquinolin-7-ol